C(C)(C)(C)OC(=O)C1NCC12CCC(CC2)=O 7-oxo-2-azaspiro[3.5]nonane-carboxylic acid tert-butyl ester